COC(CC1=NC=CC(=C1F)C(C(C)Br)=O)=O (4-(2-bromopropionyl)-3-fluoropyridin-2-yl)acetic acid methyl ester